1-(5-(5-chloro-2-methoxypyridin-4-yl)-1H-pyrazole-3-carbonyl)-N-(3-fluorobenzyl)piperidine-4-carboxamide ClC=1C(=CC(=NC1)OC)C1=CC(=NN1)C(=O)N1CCC(CC1)C(=O)NCC1=CC(=CC=C1)F